C(C)(C)(C)OC(=O)N1C[C@@H](N(C[C@H]1C)C=1C2=C(N=CN1)N(C=C2C=O)C2CC(CCC2)C(=O)O)C 3-(4-((2S,5R)-4-(tert-butoxycarbonyl)-2,5-dimethylpiperazin-1-yl)-5-formyl-7H-pyrrolo[2,3-d]pyrimidin-7-yl)cyclohexane-1-carboxylic acid